ClC1=CC=C(C(=N1)C=1C=CC(=C(C=O)C1)O)NC(C)C=1C=C(C=C2C(C(=C(OC12)N1CCOCC1)C)=O)C 5-[6-chloro-3-[1-(3,6-dimethyl-2-morpholino-4-oxo-chromen-8-yl)ethylamino]-2-pyridyl]-2-hydroxy-benzaldehyde